1-({(5s,7s)-2-oxo-3-[(1-phenyl-1H-1,2,3-triazol-4-yl)methyl]-1-oxa-3-azaspiro[4.5]decan-7-yl}methyl)-1H-benzimidazole-6-carbonitrile O=C1O[C@]2(CN1CC=1N=NN(C1)C1=CC=CC=C1)C[C@H](CCC2)CN2C=NC1=C2C=C(C=C1)C#N